lithium copper salt [Cu].[Li]